C12(CC3CC(CC(C1)C3)C2)C=2C(=C(C=C(C2)C)[Si](C2C3=CC=CC=C3C=3N(C=1C=CC(=CC1C32)C)C)(CC)CC)OCC=C 10-((3-((3r,5r,7r)-Adamantan-1-yl)-2-(allyloxy)-5-methylphenyl)diethylsilyl)-5,8-dimethyl-5,10-dihydroindeno[1,2-b]indole